tert-butyl (S)-3-(2-((tert-butyldimethylsilyl)oxy)ethyl)-4-(3-ethyl-6-fluoro-2-methoxy quinoline-7-carbonyl)piperazine-1-carboxylate [Si](C)(C)(C(C)(C)C)OCC[C@H]1CN(CCN1C(=O)C1=C(C=C2C=C(C(=NC2=C1)OC)CC)F)C(=O)OC(C)(C)C